ClC(C(=O)C1=CC=C(C=C1)C)Cl 2,2-dichloro-4'-methyl-acetophenone